benzyl (17-hydroxy-3,6,9,12,15-pentaoxaheptadecyl)(methyl)carbamate OCCOCCOCCOCCOCCOCCN(C(OCC1=CC=CC=C1)=O)C